OC1=C(C=C(C(=C1)O)C(C)N1C(CCCC1)=O)C(C)N1C(CCCC1)=O 1,1'-((4,6-dihydroxy-1,3-phenylene)bis(ethane-1,1-diyl))bis(piperidin-2-one)